ClC=1C=C(C=CC1OCC=1C=NC(=CC1)CC(C)C)NC1=C(C=NC2=CC(=C(C=C12)NC(\C=C\CN(C)C)=O)OCC)C#N (E)-N-(4-((3-chloro-4-((6-isobutylpyridin-3-yl)methoxy)phenyl)amino)-3-cyano-7-ethoxyquinolin-6-yl)-4-(dimethylamino)but-2-enamide